P(=O)([O-])([O-])[O-].[Na+].[NH4+].[NH4+].OC=1C(=NC=C(C1)C1=CC(=NO1)C1=CC=C(C=C1)Br)C(=O)NCC(=O)O 3-Hydroxy-5-(3-p-bromophenylisoxazol-5-yl)picolinoyl-glycine Diammonium natrium phosphat